FC=1C=C(C=C2C=CNC12)OC=1C=C(C(N)=N)C=CC1 3-((7-fluoro-1H-indol-5-yl)oxy)benzimidamide